BrC1=CC(=C(C=C1)NC(=O)C1=C(C(=NC(=C1C(=O)N)Cl)Cl)Cl)C(C)C ((4-Bromo-2-isopropylphenyl)carbamoyl)-2,5,6-trichloronicotinamide